FC1=C(C=CC=C1OC)[C@@H](C)NC(=O)N1[C@@H](CN(CC1)C1=C(C=NC=C1)F)C (R)-N-((R)-1-(2-Fluoro-3-methoxyphenyl)ethyl)-4-(3-fluoropyridin-4-yl)-2-methylpiperazine-1-carboxamide